2-((2-ethyl-6-(2-((1-(1-hydroxycyclopropane-1-carbonyl)piperidin-4-yl)amino)pyrimidin-5-yl)imidazo[1,2-a]pyridin-3-yl)(methyl)amino)-4-(4-fluorophenyl)thiazole-5-carbonitrile C(C)C=1N=C2N(C=C(C=C2)C=2C=NC(=NC2)NC2CCN(CC2)C(=O)C2(CC2)O)C1N(C=1SC(=C(N1)C1=CC=C(C=C1)F)C#N)C